C(CCCCCCC)NC([C@H]([C@@H]([C@@H]([C@H](C(=O)O)O)O)O)O)=O N-octyl-D-galactaric acid amide